4-[(2-Amino-ethyl)-(5-chlorobenzoxazol-2-yl)amino]butan-2-one-bis-methanesulfonic acid salt CS(=O)(=O)O.CS(=O)(=O)O.NCCN(CCC(C)=O)C=1OC2=C(N1)C=C(C=C2)Cl